ClC=1C=C2C(NC(N3C2=C(C1C1=C(C=C(C(=C1)Cl)F)F)SC[C@@H](C3)OC)=O)=O (3R)-10-chloro-11-(5-chloro-2,4-difluorophenyl)-3-methoxy-3,4-dihydro-2H,6H-[1,4]thiazepino[2,3,4-ij]quinazoline-6,8(7H)-dione